Boron aluminum nitrogen [N].[Al].[B]